ClC=1C=CC2=C(N=C(S2)N2CCC(CC2)N(S(=O)(=O)C)CC(=O)NCC(NCC#C)=O)C1 2-(N-(1-(5-chlorobenzo[d]thiazol-2-yl)piperidin-4-yl)methylsulfonamido)-N-(2-oxo-2-(prop-2-yn-1-ylamino)ethyl)acetamide